FC1=CC=C(C=C1)C1SCC(N1C1=C(C=C(C=C1)OC)C)=O 2-(4-Fluorophenyl)-3-(4-methoxy-2-methylphenyl)thiazolidin-4-one